mercaptophenylboronic acid B(C1=CC=CC=C1S)(O)O